7-chloro-6-fluoro-4-[(thiophen-3-yl)methyl]-3,4-dihydro-2H-1,4-benzoxazine-5-carboxylic acid ClC=1C=C2C(N(CCO2)CC2=CSC=C2)=C(C1F)C(=O)O